C(C)OC(CC=1N=C(OC1)[C@@H]1CC[C@H](CC1)C1=C(C(N=C(N1)C=1SC=CN1)C1=C(C(=CC=C1)F)C)C(=O)OC)=O (trans)-Methyl 6-(4-(4-(2-ethoxy-2-oxoethyl)oxazol-2-yl)cyclohexyl)-4-(3-fluoro-2-methylphenyl)-2-(thiazol-2-yl)-1,4-dihydropyrimidine-5-carboxylate